4-(HYDROXYIMINO)METHYLPHENYLBORONIC ACID ON=CC1=CC=C(C=C1)B(O)O